OC1C[C@H]2COC[C@@H](C1)N2C (1R,5S,7s)-7-hydroxy-9-methyl-3-oxa-9-azabicyclo[3.3.1]nonan